CC1=CC=C2CCC(NC2=C1C)=O 7,8-dimethyl-3,4-dihydro-1H-quinolin-2-one